bis-octanoyl-1,3-butanediol C(CCCCCCC)(=O)C(CC(C)O)(O)C(CCCCCCC)=O